ClC1=C(C(=CC=C1Cl)F)C1(CNCC1)NC=1C(=C2C(N(C=NC2=CC1)C)=O)C 6-((3-(2,3-dichloro-6-fluorophenyl)pyrrolidin-3-yl)amino)-3,5-dimethylquinazolin-4(3H)-one